tert-butyl N-[[2-methoxy-6-(4,4,5,5-tetramethyl-1,3,2-dioxaborolan-2-yl)-3-pyridyl]methyl]-N-[[(2S)-5-oxopyrrolidin-2-yl]methyl]carbamate COC1=NC(=CC=C1CN(C(OC(C)(C)C)=O)C[C@H]1NC(CC1)=O)B1OC(C(O1)(C)C)(C)C